2-(but-2-yn-1-yl)-7-((2S,5R)-4-(1-(2,3-dihydrofuro[2,3-b]pyridin-6-yl)ethyl)-5-ethyl-2-methylpiperazin-1-yl)-4-methyl-2,4-dihydro-5H-pyrazolo[4,3-b]pyridin-5-one C(C#CC)N1N=C2C(N(C(C=C2N2[C@H](CN([C@@H](C2)CC)C(C)C2=CC=C3C(=N2)OCC3)C)=O)C)=C1